FC(C)(F)C1=NC=CC(=N1)NC1=CC(=NC=C1C=1SC(=NN1)N(C)CCOC)NC(C)=O N-(4-((2-(1,1-difluoroethyl)pyrimidin-4-yl)amino)-5-(5-((2-methoxyethyl)(methyl)amino)-1,3,4-thiadiazol-2-yl)pyridin-2-yl)acetamide